C1(CCC1)C=1C=C(OCCCC2=CC=C(C=C2)NC(=O)N2CCN(CC2)C(=O)OC(C)(C)C)C=CC1 tert-butyl 4-((4-(3-(3-cyclobutylphenoxy)propyl)phenyl)carbamoyl)piperazine-1-carboxylate